6-cyano-1-methyl-4-[4-methyl-4-(5-methyl-1,3-benzoxazol-2-yl)piperidin-1-yl]-2-oxo-1,2-dihydroquinoline-3-carboxamide C(#N)C=1C=C2C(=C(C(N(C2=CC1)C)=O)C(=O)N)N1CCC(CC1)(C=1OC2=C(N1)C=C(C=C2)C)C